C(C)(C)(C)OC(=O)N1CCN(CC1)C1=C(C=C(C=C1)C(=O)OC)Cl 4-(2-chloro-4-methoxycarbonyl-phenyl)piperazine-1-carboxylic acid tert-butyl ester